OC=1C=C(C=C(C1C(C)C)O)C1=NN=C(O1)C1=CC=CC=C1 5-(3,5-dihydroxy-4-isopropylphenyl)-2-phenyl-1,3,4-oxadiazole